(6-bromo-4-methoxybenzo[d]isoxazol-3-yl)-2-methoxybenzenesulfonamide BrC1=CC2=C(C(=NO2)C=2C(=C(C=CC2)S(=O)(=O)N)OC)C(=C1)OC